CC=1C=C2CCC(NC2=CC1)C=1C=NNC1 6-methyl-2-(1H-pyrazole-4-yl)-1,2,3,4-tetrahydroquinoline